4-(4-((1-(7-amino-2-(furan-2-yl)-[1,2,4]triazolo[1,5-a][1,3,5]triazin-5-yl)piperidin-3-yl)methyl)piperazin-1-yl)benzenesulfonamide NC1=NC(=NC=2N1N=C(N2)C=2OC=CC2)N2CC(CCC2)CN2CCN(CC2)C2=CC=C(C=C2)S(=O)(=O)N